(4-(4-chlorophenoxy)phenyl)-7-methoxy-6-(3-morpholinopropoxy)quinazolin-4-amine ClC1=CC=C(OC2=CC=C(C=C2)C2=NC3=CC(=C(C=C3C(=N2)N)OCCCN2CCOCC2)OC)C=C1